6-(isopropyl(methyl)amino)-2-(6-(5-methyl-5,6,7,8-tetrahydro-[1,2,4]triazolo[4,3-a]pyridin-3-yl)pyridin-2-yl)-4-((methylamino)methyl)-2,3-dihydro-1H-pyrrolo[3,4-c]pyridin-1-one C(C)(C)N(C1=CC2=C(C(=N1)CNC)CN(C2=O)C2=NC(=CC=C2)C2=NN=C1N2C(CCC1)C)C